(R)-3-glycyl-thiazolidine-4-carbonitrile hydrochloride Cl.NCC(=O)N1CSC[C@H]1C#N